O=C1NC(CC[C@H]1C1=CC(=C(C=C1)N1CCC(CC1)CN1CCC(CC1)C1=CC=C(C=C1)N1N=C(C(=C1)C=1C(=C(C=CC1)NS(=O)(=O)CCC)F)C1=CC=NC=C1)F)=O (S)-N-(3-(1-(4-(1-((1-(4-(2,6-dioxopiperidin-3-yl)-2-fluorophenyl)piperidin-4-yl)methyl)piperidin-4-yl)phenyl)-3-(pyridin-4-yl)-1H-pyrazol-4-yl)-2-fluorophenyl)propane-1-sulfonamide